COC1=NC2=CC=CC=C2C=C1C1=CN=C(N1)[C@H](CCCCCC(CC)=O)NC(=O)C1CC12CN(C2)C N-((S)-1-(5-(2-methoxyquinolin-3-yl)-1H-imidazol-2-yl)-7-oxononyl)-5-methyl-5-azaspiro[2.3]hexane-1-carboxamide